[Cl-].[Cl-].CC12C3C(=C4C=5C=CC=CC5CC4=C1C(C(C(C2(C)C)(C)C)(C)C)(C)[Zr+2])C=CCC3 (octamethyl-octahydrodibenzofluorenyl)zirconium dichloride